Methyl (S)-3-cyclopropyl-2-(2-((S)-1-(2,3-difluorobenzyl)-5-thioxopyrrolidin-2-yl)ethanethioamido)propanoate C1(CC1)C[C@@H](C(=O)OC)NC(C[C@H]1N(C(CC1)=S)CC1=C(C(=CC=C1)F)F)=S